CN(C(=O)C1=CC2=C(N=C(N=C2)NC=2N=NC(=CC2)N2CCN(CC2)C(C)C)N1C1CCCC1)C 7-Cyclopentyl-2-[6-(4-isopropyl-piperazin-1-yl)-pyridazin-3-ylamino]-7H-pyrrolo[2,3-d]pyrimidine-6-carboxylic acid dimethylamide